N-(3,6-dimethoxy-9H-fluoren-9-yl)-2-oxo-6-(trifluoromethyl)-1,2-dihydropyridine-3-carboxamide COC=1C=CC=2C(C3=CC=C(C=C3C2C1)OC)NC(=O)C=1C(NC(=CC1)C(F)(F)F)=O